1,6-bis(p-methylbenzoyl-peroxycarbonyloxy)hexane CC1=CC=C(C(=O)OOC(=O)OCCCCCCOC(=O)OOC(C2=CC=C(C=C2)C)=O)C=C1